Methyl 5-benzyl-3-((1-methyl-1H-pyrazole-5-carboxamido)methyl)-4,5-dihydroisoxazole-5-carboxylate C(C1=CC=CC=C1)C1(CC(=NO1)CNC(=O)C1=CC=NN1C)C(=O)OC